3-cyclopropyl-4-nitroso-1,3-dihydroquinoxalin-2-one C1(CC1)C1C(NC2=CC=CC=C2N1N=O)=O